(R)-N-Methyl-N-(2,2,2-trifluoro-1-(4-methoxyphenyl)ethyl)tetrahydro-2H-pyran-4-sulfonamide CN(S(=O)(=O)C1CCOCC1)[C@@H](C(F)(F)F)C1=CC=C(C=C1)OC